N1(CC1)C=1C=CC=2C(N(C(C3=CC=CC1C23)=O)CCCCCCN(CCC(CCC)N)CCC(CCC)N)=O 6-(aziridin-1-yl)-2-(6-(bis(3-aminohexyl)amino)hexyl)-1H-benzo[de]isoquinoline-1,3(2H)-dione